[2-Bromo-4-(4-isopropylbenzylamino)-phenyl]-carbamic acid propyl ester C(CC)OC(NC1=C(C=C(C=C1)NCC1=CC=C(C=C1)C(C)C)Br)=O